NC1=NC(=NC(=C1C#N)SC)C=1C=C2CN(C(C2=CC1)=O)C 4-Amino-2-(2-methyl-1-oxoisoindolin-5-yl)-6-(methylthio)pyrimidine-5-carbonitrile